1,3,3,4,4,5,5-heptafluoro-2-(1,1,1,3,3,4,4,4-octafluoro-2-(trifluoromethyl)but-2-yl)cyclopent-1-ene FC1=C(C(C(C1(F)F)(F)F)(F)F)C(C(F)(F)F)(C(C(F)(F)F)(F)F)C(F)(F)F